BrC=1C=C(SC1Cl)C(=O)N[C@H](C(=O)NC=1C(N(C=CC1)CC(=O)NC1C2CC3CC(CC1C3)C2)=O)CCC(C(=O)NCC)=O (S)-2-(4-bromo-5-chlorothiophene-2-carboxamido)-N6-ethyl-N1-(1-(2-(2-adamantylamino)-2-oxoethyl)-2-oxo-1,2-dihydropyridin-3-yl)-5-oxohexanediamide